FC=1C=C(CN2C(=NC3=C2C=CC=C3)C3CCN(CC3)C(=O)C3=C2C=CN(C2=CC=C3)CC=3C=NC=C(C3)F)C=CC1 (4-(1-(3-fluorobenzyl)-1H-benzo[d]imidazol-2-yl)piperidin-1-yl)(1-((5-fluoropyridin-3-yl)methyl)-1H-indol-4-yl)methanone